3-(3-(1-(2-(2-fluoro-5-((6-fluoro-4-methyl-1H-indol-5-yl)oxy)phenyl)-1H-imidazol-4-yl)-1-hydroxypentyl)phenyl)propanoic acid FC1=C(C=C(C=C1)OC=1C(=C2C=CNC2=CC1F)C)C=1NC=C(N1)C(CCCC)(O)C=1C=C(C=CC1)CCC(=O)O